CC1=C(CCNC1)C1=NC(=CN=C1)N1CC(CCC1)COC1=C(C=CC=C1)C(F)(F)F 2-(5-methyl-1,2,3,6-tetrahydropyridin-4-yl)-6-(3-((2-(trifluoromethyl)phenoxy)methyl)piperidin-1-yl)pyrazine